C(C)(C)N1N=CC(=C1)C(=O)N 1-isopropyl-1H-pyrazole-4-carboxamide